BrC(CCCCO)CBr 5,6-dibromohexanol